C(C)C1C(=NOC1CC1=CC(=CC=C1)OC)CNC(=O)C1=CC(=NN1C1CCCC1)C ethyl-3-((1-cyclopentyl-3-methyl-1H-pyrazole-5-carboxamido)methyl)-5-(3-methoxybenzyl)-4,5-dihydroisoxazole